7-Bromo-5-(2-hydroxypyridin-3-yl)-8-methylimidazo[1,2-a]Quinoxaline-4(5H)-on BrC=1C=C2N(C(C=3N(C2=CC1C)C=CN3)=O)C=3C(=NC=CC3)O